C(CCC)C1N(S(C2=C(N(C1)C1=CC=CC=C1)C=C(C(=N2)O)SC)(=O)=O)C 3-butyl-8-hydroxy-2-methyl-7-(methylthio)-5-phenyl-2,3,4,5-tetrahydropyrido[3,2-f][1,2,5]thiadiazepine 1,1-dioxide